ClC1=CC2=C(N(C(N=C2N2[C@H](CN(CC2)C(=O)OC(C)(C)C)C)=O)C=2C(=NC=CC2C)C(C)C)N=C1C1=C2C=NNC2=CC=C1C tert-butyl (3S)-4-(6-chloro-1-(2-isopropyl-4-methylpyridin-3-yl)-7-(5-methyl-1H-indazol-4-yl)-2-oxo-1,2-dihydropyrido[2,3-d]pyrimidin-4-yl)-3-methylpiperazine-1-carboxylate